C(C)(C)(C)OC(CN(CC1=CC=C(C=C1)OC)C=1C=2N(N=C(C1)C=1C=NC(=NC1)N)C(=CN2)C#CC2CC2)=O.NC2=NC(=NC(=C2)N)C2=NC=CN=C2 4,6-diamino-2-(pyrazin-2-yl)pyrimidine tert-butyl-N-(6-(2-aminopyrimidin-5-yl)-3-(cyclopropylethynyl)imidazo[1,2-b]pyridazin-8-yl)-N-(4-methoxybenzyl)glycinate